Methyl 5-benzyl-3-((3-(trifluoromethyl)benzamido)methyl)-4,5-dihydroisoxazole-5-carboxylate C(C1=CC=CC=C1)C1(CC(=NO1)CNC(C1=CC(=CC=C1)C(F)(F)F)=O)C(=O)OC